tert-butyl (2R)-4-{8-amino-1-iodoimidazo[1,5-a]pyrazin-3-yl}-2-(methoxymethyl)pyrrolidine-1-carboxylate NC=1C=2N(C=CN1)C(=NC2I)C2C[C@@H](N(C2)C(=O)OC(C)(C)C)COC